COC=1C=C2C(=CNC2=CC1)C(=O)N=[N+]=[N-] 5-methoxy-1H-indole-3-carbonyl azide